C1(CCCC1)C1=NC2=NC=NC(=C2N1)C(=O)NCC1=CC(=CC(=C1)NC1=CC=CC=C1)F 8-cyclopentyl-N-(3-fluoro-5-(phenylamino)benzyl)-7H-purine-6-carboxamide